N[C@@H](COC1=NC(=NC(=C1)C1=C(C=CC=C1C)COCC1=CC=CC=C1)NS(=O)(=O)C=1C=C(C(=O)O)C=CC1)CC(C)C 3-[[4-[(2R)-2-amino-4-methyl-pentoxy]-6-[2-(benzyloxymethyl)-6-methyl-phenyl]pyrimidin-2-yl]sulfamoyl]benzoic acid